2,6-diisopropyl-4-methylphenol C(C)(C)C1=C(C(=CC(=C1)C)C(C)C)O